CN1N=CC2=CC=CC(=C12)CN (1-methylindazol-7-yl)methanamine